CN(C=1C(C(C1NCC=1C=NN(C1)C)=O)=O)CC1=NC=C(C=C1)C1=NOC(=N1)C(F)(F)F 3-(methyl((5-(5-(trifluoromethyl)-1,2,4-oxadiazol-3-yl)pyridin-2-yl)methyl)amino)-4-(((1-methyl-1H-pyrazol-4-yl)methyl)amino)cyclobut-3-ene-1,2-dione